Cl.O[C@@H]1C[C@H](NC1)C(=O)N[C@@H](C)C1=CC=C(C=C1)C1=C(N=CS1)C (2S,4R)-4-hydroxy-N-((S)-1-(4-(4-methylthiazol-5-yl)phenyl)ethyl)-pyrrolidine-2-carboxamide hydrogen chloride